O=C1C(=CNC(=C1)C1=CC(=C(C=C1)N1CCCC1)Br)C(=O)O 4-oxo-6-(3-bromo-4-(pyrrolidine-1-yl)phenyl)-1,4-dihydropyridine-3-carboxylic acid